(3S)-1-[(2R)-2-[4-(2-chloro-4-fluoro-phenyl)-2-oxo-chromen-7-yl]oxypropionyl]piperidine-3-carboxylic acid ClC1=C(C=CC(=C1)F)C1=CC(OC2=CC(=CC=C12)O[C@@H](C(=O)N1C[C@H](CCC1)C(=O)O)C)=O